CP(=O)(C)C1=C(C=CC=C1)NC1=NC(=NC=C1C1=CC(=C(C=O)C=C1)O)NC1=C(C=C(C=C1)N1CCC(CC1)N1CCN(CC1)C)OC 4-(4-{[2-(dimethylphosphoryl)phenyl]amino}-2-({2-methoxy-4-[4-(4-methylpiperazin-1-yl)piperidin-1-yl]phenyl}amino)pyrimidin-5-yl)-2-hydroxybenzaldehyde